C[Si](CC(=C)C)(C)C 3-(trimethylsilyl)-2-methyl-1-propene